ClC=1C=C(C=CC1)N1N=CC(=N1)C(=O)O 2-(3-chlorophenyl)-2H-1,2,3-triazole-4-carboxylic acid